N-methyl-3-(6-piperazin-1-yl-2-pyridyl)pyrazolo[1,5-a]pyridin-5-amine CNC1=CC=2N(C=C1)N=CC2C2=NC(=CC=C2)N2CCNCC2